FC(OC1=CC=2N(C=C1)C(=CN2)C2=NC(=NC=C2)N[C@H]2CNCCC2)F (R)-4-(7-(difluoromethoxy)imidazo[1,2-a]pyridin-3-yl)-N-(piperidin-3-yl)pyrimidin-2-amine